CN(C1=C(C(=CC=2N1N=CN2)C)CC2=CC=C(C=C2)S(=O)(=N)CCC(=O)O)C 3-[[4-[[5-(dimethylamino)-7-methyl-[1,2,4]triazolo[1,5-a]pyridin-6-yl]methyl]phenyl]sulfonimidoyl]propanoic acid